ClC[C@H](O)C1=CC(=C(C=C1)F)F R-2-chloro-1-(3,4-difluorophenyl)ethanol